C(C1=CC=CC=C1)(=O)C1=CC=CC=C1 Benzophenon